FC(C=1N(C(=NN1)[C@@H]1[C@@H]2[C@H](C(N1C1=NC(=CC(=C1)C(F)(F)F)C)=O)CCC2)C=2C=C(C=CC2)C)F (3S,3aS,6aR)-3-(5-(difluoromethyl)-4-(m-tolyl)-4H-1,2,4-triazol-3-yl)-2-(6-methyl-4-(trifluoromethyl)pyridin-2-yl)hexahydrocyclopenta[c]pyrrole-1(2H)-one